NC1=CC=C(C=C1)C1(CCC1)O 1-(4-aminophenyl)cyclobutan-1-ol